2-(trifluoromethyl)-5-(3-(difluoromethoxy)phenyl)-N-(3-(chloromethyl)-1,2,4-thiadiazol-5-yl)furan-3-carboxamide FC(C=1OC(=CC1C(=O)NC1=NC(=NS1)CCl)C1=CC(=CC=C1)OC(F)F)(F)F